NC=1C=C(C=CC1)C1=CC(=C(C=C1)OC)NC1=NC=NC2=CC(=CC=C12)OC 4-((3'-amino-4-methoxy-[1,1'-biphenyl]-3-yl)amino)-7-methoxyquinazoline